COC=1N=C2C(=C3C(=NC2=CC1OC)CCC3)N[C@H]3CN(CCC3)C(=O)OC(C)(C)C tert-butyl (R)-3-((2,3-dimethoxy-7,8-dihydro-6H-cyclopenta[b][1,5]naphthyridin-9-yl)amino)piperidine-1-carboxylate